FC(C=1C(=C(C=CC1)[C@@H](C)NC=1C2=C(N=C(N1)OCC1CCOCC1)N=C(C(=C2)C2(CC2)C#N)OC)F)F (R)-1-(4-((1-(3-(difluoromethyl)-2-fluorophenyl)ethyl)amino)-7-methoxy-2-((tetrahydro-2H-pyran-4-yl)methoxy)pyrido[2,3-d]pyrimidin-6-yl)cyclopropane-1-carbonitrile